8,8'-((((1R,3R)-3-hydroxycyclohex-yl)methyl)azanedi-yl)bis(N,N-didec-yloctanamide) O[C@H]1C[C@@H](CCC1)CN(CCCCCCCC(=O)N(CCCCCCCCCC)CCCCCCCCCC)CCCCCCCC(=O)N(CCCCCCCCCC)CCCCCCCCCC